COC(=O)[C@H]1CN(CCC1)C1CN(C1)C(=O)OC(C)(C)C.C1(=C(C=CC=C1)C1=C(C2=C(OC3=C2C=CC=C3)C=C1)C1=NN=NC(=C1C1=CC=CC=C1)C1=CC=CC=C1)C1=CC=CC=C1 (biphenylyl)(diphenyltriazinyl)dibenzofuran methyl-(3R)-1-[1-(tert-butoxycarbonyl)azetidin-3-yl]piperidine-3-carboxylate